C(C=C)(=O)OCCCCCOC(C=C)=O 1,5-Pentanediol Diacrylate